C(C)OC(C)=C(C#N)C#N (1-ethoxyethylidene)malononitrile